3-((13S,15S,Z)-4-fluoro-16-(hydroxymethylene)-13-methyl-17-oxo-7,8,9,11,12,13,14,15,16,17-decahydro-6H-cyclopenta[a]phenanthren-15-yl)-N-(4-fluoropyridin-2-yl)propanamide FC1=CC=CC=2C3CC[C@@]4(C(\C(\[C@H](C4C3CCC12)CCC(=O)NC1=NC=CC(=C1)F)=C/O)=O)C